C(C)(C)(C)C1=NOC(=N1)C(=O)NC(C)C1=C(C=C(C=C1)C1=CC(=NC=C1)NC(=O)C1CC1)C(F)(F)F 3-(tert-butyl)-N-(1-(4-(2-(cyclopropanecarboxamido)pyridin-4-yl)-2-(trifluoromethyl)phenyl)ethyl)-1,2,4-oxadiazole-5-carboxamide